ClC=1C(=CC2=C(N=C(S2)N2C(C3C4C=CC(C3C2=O)C4)=O)C1)C 4-(5-chloro-6-methyl-1,3-benzothiazol-2-yl)-4-azatricyclo[5.2.1.02,6]dec-8-ene-3,5-dione